C1(=CC=CC=C1)CCCCCCCCCCCCCCCCCC(=O)NC(CN)C phenyloctadecanoyl-propylenediamine